C1(CCCC1)N1[C@@H](C(N(C=2C=NC(=NC12)NC1=C(C=C(C(=O)NCCOCCCCCOC2CCNCC2)C=C1)OC)C)=O)CC 4-[[(7R)-8-cyclopentyl-7-ethyl-5-methyl-6-oxo-7H-pteridin-2-yl]amino]-3-methoxy-N-[2-[5-(4-piperidyloxy)pentoxy]ethyl]benzamide